3-methylazetidinol hydrochloride Cl.CC1CN(C1)O